stearic acid Francium [Fr].C(CCCCCCCCCCCCCCCCC)(=O)O